COC=1C=C(C=C(C1CN1CC(C1)NC)OC)C1=CN(C(C2=CN=CC=C12)=O)C 4-(3,5-dimethoxy-4-((3-(methylamino)azetidin-1-yl)methyl)phenyl)-2-methyl-2,7-naphthyridin-1(2H)-one